Cl(=O)(=O)(=O)[O-].[Ru+2].C1(=CC=CC=C1)C1=CC=NC2=C3N=CC=C(C3=CC=C12)C1=CC=CC=C1.C1(=CC=CC=C1)C1=CC=NC2=C3N=CC=C(C3=CC=C12)C1=CC=CC=C1.C1(=CC=CC=C1)C1=CC=NC2=C3N=CC=C(C3=CC=C12)C1=CC=CC=C1.Cl(=O)(=O)(=O)[O-] tris(4,7-diphenyl-1,10-phenanthroline) ruthenium (II) perchlorate